FC=1C=NC=C(C1)C(F)(F)F 3-fluoro-5-(trifluoromethyl)pyridine